3,5-bistrifluoromethyl-benzylamine FC(C=1C=C(CN)C=C(C1)C(F)(F)F)(F)F